1-{3-[2-(trifluoromethyl)[1,1'-biphenyl]-4-yl]prop-2-ynoyl}-2,3-dihydro-1H-indole-6-carboxylic acid FC(C1=C(C=CC(=C1)C#CC(=O)N1CCC2=CC=C(C=C12)C(=O)O)C1=CC=CC=C1)(F)F